FC1=C(C#N)C=CC(=C1)N1C(=C(C=C1C)C(CN1C2[C@@H](CC1CC2)O)=O)C (+-)-2-fluoro-4-(3-(2-((2R)-2-hydroxy-7-azabicyclo[2.2.1]heptan-7-yl)acetyl)-2,5-dimethyl-1H-pyrrol-1-yl)benzonitrile